(2S,4R)-1-(2-(4-amino-5-iodo-7H-pyrrolo[2,3-d]pyrimidin-7-yl)acetyl)-N-(3-chloro-2-fluorobenzyl)-4-fluoropyrrolidine-2-carboxamide NC=1C2=C(N=CN1)N(C=C2I)CC(=O)N2[C@@H](C[C@H](C2)F)C(=O)NCC2=C(C(=CC=C2)Cl)F